C(C)(=O)OCCN(C)C1=CC(=C(C=C1)C=O)OCC1=CC=CC=C1 2-[[3-(Benzyloxy)-4-formylphenyl] (methyl)amino]ethyl acetate